BrC=1C=C(C=CC1C(C)C)NC(=O)N[C@@H](C)C=1N(N=CN1)C1=NC=CC=N1 1-(3-bromo-4-isopropyl-phenyl)-3-[(1S)-1-(2-pyrimidin-2-yl-1,2,4-triazol-3-yl)ethyl]urea